2,6-diamino-3,5-difluoropyridine NC1=NC(=C(C=C1F)F)N